C(C(=O)[O-])(=O)[O-].[Ni+2].[Co+2].C(C(=O)[O-])(=O)[O-] cobalt-nickel oxalate